4-[(3aR,7aS)-1-(3,5-dichloropyridin-2-yl)-octahydro-1H-pyrrolo[3,2-c]pyridin-5-yl]-6-chloro-1-methyl-2-oxo-1,2-dihydro-1,5-naphthyridine-3-carbonitrile ClC=1C(=NC=C(C1)Cl)N1CC[C@@H]2CN(CC[C@@H]21)C2=C(C(N(C1=CC=C(N=C21)Cl)C)=O)C#N